CS(=O)(=O)[O-].C(CCC)[NH+]1CC(CC1)C 1-butyl-3-Methylpyrrolidinium methanesulfonate